[O-2].C(=O)(O)C[Fe+2] carboxymethyl-iron oxide